Palmitoylascorbat C(CCCCCCCCCCCCCCC)(=O)OC1=C(C(=O)O[C@@H]1[C@@H](O)CO)O